4-(4-(8-Chloro-7-((2-methyl-1-((2-(trimethylsilyl)ethoxy)methyl)-1H-benzo[d]imidazol-6-yl)oxy)quinoxalin-2-yl)-1H-pyrazol-1-yl)-4-methylcyclohexanone ClC=1C(=CC=C2N=CC(=NC12)C=1C=NN(C1)C1(CCC(CC1)=O)C)OC=1C=CC2=C(N(C(=N2)C)COCC[Si](C)(C)C)C1